FC1=C(C(=CC(=C1)OC)F)N1C(=NC(=C1C)C1=CC=CC=C1)NC(C1=CC=C(C=C1)OC(F)F)=O N-[1-(2,6-Difluoro-4-methoxyphenyl)-5-methyl-4-phenyl-1H-imidazol-2-yl]-4-(difluoromethoxy)benzamide